ClC=1C=C(C#N)C=C(C1)CCN1CC(NCC1)COC1=CC=C(C=C1)S(=O)(=O)CCO 3-chloro-5-[2-(3-{[4-(2-hydroxyethanesulfonyl)phenoxy]methyl}piperazin-1-yl)ethyl]benzonitrile